NS(=O)(=O)C=1C=C(C=CC1)NC1=NC=C(C(=N1)N)F N2-(3-Aminosulfonylphenyl)-5-fluoro-2,4-pyrimidinediamine